bismuth lead-tin [Sn].[Pb].[Bi]